(1-isopropyl-1H-imidazol-4-yl)[(1R,5S,6r)-6-(5-oxa-6-azaspiro[3.4]oct-6-en-7-yl)-3-azabicyclo[3.1.0]hex-3-yl]methanone C(C)(C)N1C=NC(=C1)C(=O)N1C[C@H]2C([C@H]2C1)C1=NOC2(CCC2)C1